N1=C(NCC2=CC=CC=C12)SCC=1N2C(SC1)=N[C@H]1[C@H]2CCCC1 trans-3-(((3,4-dihydroquinazolin-2-yl)thio)methyl)-4a,5,6,7,8,8a-hexahydrobenzo[4,5]imidazo[2,1-b]thiazole